1-ethyl-N-((1S)-((1r,4S)-4-methylcyclohexyl)(7-(((5R)-2-oxo-5-(trifluoromethyl)piperidin-3-yl)methyl)imidazo[1,2-b]pyridazin-2-yl)methyl)-1H-pyrazole-5-carboxamide C(C)N1N=CC=C1C(=O)N[C@H](C=1N=C2N(N=CC(=C2)CC2C(NC[C@@H](C2)C(F)(F)F)=O)C1)C1CCC(CC1)C